2-Hydroxyethyl (trans-4-((3-(2-cyclopropylthiazol-5-yl)phenyl)((trans-4-(4-methoxy-3-methylphenyl)cyclohexyl)methyl)carbamoyl)-cyclohexyl)carbamate C1(CC1)C=1SC(=CN1)C=1C=C(C=CC1)N(C(=O)[C@@H]1CC[C@H](CC1)NC(OCCO)=O)C[C@@H]1CC[C@H](CC1)C1=CC(=C(C=C1)OC)C